COC(=O)C1=CC=C2C(N(C(N(C2=C1)CC1=C(C=CC=C1F)Cl)=O)C)C 1-(2-chloro-6-fluorobenzyl)-3,4-dimethyl-2-oxo-1,2,3,4-tetrahydroquinazoline-7-carboxylic acid methyl ester